NC1=NC=C(C=C1C=1C=C2CCNC(C2=CC1F)=O)C1=CC=C(C=C1)N1C[C@@H](OCC1)C(C)C (S)-6-(2-amino-5-(4-(2-isopropylmorpholino)phenyl)pyridin-3-yl)-7-fluoro-3,4-dihydroisoquinolin-1(2H)-one